ClC1=NC=C2C=C(C(N(C2=C1)C)=O)C=1C=NC(=CC1C)C(CC)=O 7-chloro-1-methyl-3-(4-methyl-6-propionylpyridin-3-yl)-1,6-naphthyridin-2(1H)-one